(3aR,5s,6aS)-2-(2-(4-fluorophenoxy)ethyl)-N-(6-(2,3,5-trifluorophenyl)pyridazin-3-yl)octahydrocyclopenta[c]pyrrol-5-amine FC1=CC=C(OCCN2C[C@@H]3[C@H](C2)CC(C3)NC=3N=NC(=CC3)C3=C(C(=CC(=C3)F)F)F)C=C1